COC1=CC=C(C=C1)N(C1=CC=C(C=C1)OC)C1(C=C2C3(C4=CC(C=CC4=C2C=C1)(N(C1=CC=C(C=C1)OC)C1=CC=C(C=C1)OC)N(C1=CC=C(C=C1)OC)C1=CC=C(C=C1)OC)C1=CC=CC=C1C=1C=CC=CC13)N(C1=CC=C(C=C1)OC)C1=CC=C(C=C1)OC 2,2,7,7-tetrakis[N,N-bis(4-methoxyphenyl)amino]9,9-spirobifluorene